C1(CC1)C1=NNC(=C1)NC([C@@H](C)C1=NN(C=C1)C1=CC(=C(C=C1)F)F)=O (S)-N-(3-cyclopropyl-1H-pyrazol-5-yl)-2-(1-(3,4-difluorophenyl)-1H-pyrazol-3-yl)propanamide